FC=1C=2N(C=C(C1)F)N=CC2C(=O)OC methyl 4,6-difluoropyrazolo[1,5-a]pyridine-3-carboxylate